4-(2-(2-hydroxy-5-methylphenyl)-2-(4-methylphenyl)ethyl)-1-methylpiperidine OC1=C(C=C(C=C1)C)C(CC1CCN(CC1)C)C1=CC=C(C=C1)C